5-(4-methoxyphenyl)pyridine COC1=CC=C(C=C1)C=1C=CC=NC1